4-amino-3-chloro-1-methyl-1H-pyrazolo[4,3-c]quinoline-8-carboxylic acid NC1=NC=2C=CC(=CC2C2=C1C(=NN2C)Cl)C(=O)O